8-chloro-2-(4,4-difluoro-3-methylpiperidin-1-yl)quinoline-3-carboxylic acid ClC=1C=CC=C2C=C(C(=NC12)N1CC(C(CC1)(F)F)C)C(=O)O